OCCN(CCO)CN1N=NC2=C1C=CC=C2 1-[N,N-bis(2-hydroxyethyl)-aminomethyl]benzotriazole